N1(CCCC1)C1=CC(=NC(=C1)C1=CN=CS1)C(=O)O 4-(pyrrolidin-1-yl)-6-(thiazol-5-yl)picolinic acid